CC(COCC1CC=CCC1)=C 4-(((2-methylallyl)oxy)methyl)cyclohex-1-ene